((S)-6-(4-(trifluoromethoxy)phenyl)-2-azaspiro[3.4]octan-2-yl)methanone FC(OC1=CC=C(C=C1)[C@@H]1CC2(CN(C2)C=O)CC1)(F)F